FC1(CNCC12CC(C2)C2=NC(=NC1=CC=CC=C21)NC2CCN(CC2)S(=O)(=O)C)F (8,8-difluoro-6-azaspiro[3.4]oct-2-yl)-N-(1-(methylsulfonyl)piperidin-4-yl)quinazolin-2-amine